2-(4-fluoropyridin-3-yl)pyrimidin-4-amine FC1=C(C=NC=C1)C1=NC=CC(=N1)N